[Na].C(C)(C)(CC)C1=CC=C(C=C1)O p-tert-Amylphenol, sodium salt